CC1=C(C(=CC=C1)C)NC2=NCCCS2.Cl The molecule is the hydrochloride salt of xylazine. It is used as a sedative, analgesic, and muscle relaxant in veterinary medicine. It has a role as an alpha-adrenergic agonist, an analgesic, an emetic, a muscle relaxant and a sedative. It contains a xylazine(1+).